2-cysteinyl-6-hydroxytryptophan N[C@@H](CS)C(=O)C1=C(C[C@H](N)C(=O)O)C2=CC=C(C=C2N1)O